2-benzyl-2-dimethylamino-1-(4-piperidinophenyl)-1-butanone C(C1=CC=CC=C1)C(C(=O)C1=CC=C(C=C1)N1CCCCC1)(CC)N(C)C